2,6-difluoro-N-(4-fluorophenyl)-3-nitrobenzamide FC1=C(C(=O)NC2=CC=C(C=C2)F)C(=CC=C1[N+](=O)[O-])F